(2S)-4-cyclopropyl-2-[(4-nitro-1H-pyrazol-1-yl)methyl]morpholine C1(CC1)N1C[C@H](OCC1)CN1N=CC(=C1)[N+](=O)[O-]